C(#N)C1=CN=C2C=CC(=NC2=C1O)C=1CCN(CC1)C(=O)OC(C)(C)C tert-butyl 4-(7-cyano-8-hydroxy-1,5-naphthyridin-2-yl)-3,6-dihydro-2H-pyridine-1-carboxylate